C1(=CC=CC=C1)C(C(C)(C)O)=O 1-Phenyl-2-Hydroxy-2-Methyl-1-Propanon